FC=1C(=NC=CC1CN1C(CC(C1)(O)C1=CC=C(C=C1)F)C)C=1C=C2CN(C(C2=CC1)=O)C1C(NC(CC1)=O)=O 3-(5-(3-fluoro-4-((4-(4-fluorophenyl)-4-hydroxy-2-methylpyrrolidin-1-yl)methyl)pyridin-2-yl)-1-oxoisoindolin-2-yl)piperidine-2,6-dione